C1(=CC=CC=C1)S(=O)(=O)OCCCCCCCCCCCCCCCCCCC.[Ca] calcium nonadecyl benzenesulfonate